(S)-N-methyl-2-(6-methyl-4-(trifluoromethyl)pyridin-2-yl)-N-(2,4,6-trifluorophenyl)isothiazolidine-3-carboxamide 1,1-dioxide CN(C(=O)[C@H]1N(S(CC1)(=O)=O)C1=NC(=CC(=C1)C(F)(F)F)C)C1=C(C=C(C=C1F)F)F